C(C)OC(=O)C1CCN(CC1)C1=NC(=CN=C1C1=CC2=C(OCO2)C=C1)Cl (3-(benzo[d][1,3]dioxol-5-yl)-6-chloropyrazin-2-yl)piperidine-4-carboxylic acid ethyl ester